ClC=1C(NN=CC1N1C[C@@H](CC1)OC1=NC=CC(=C1)C=1C(=NN(C1C)CC1OCCC1)C)=O 4-chloro-5-((3R)-3-((4-(3,5-dimethyl-1-((tetrahydrofuran-2-yl)methyl)-1H-pyrazol-4-yl)pyridin-2-yl)oxy)pyrrolidin-1-yl)pyridazin-3(2H)-one